C(C)N1C=NC2=C1N=NC=C2C=2C=CC(=C(C2)C2=CC(=C(C=C2OC)O)C=O)F 5'-(7-ethyl-7H-imidazo[4,5-c]pyridazin-4-yl)-2'-fluoro-4-hydroxy-6-methoxy-[1,1'-biphenyl]-3-carbaldehyde